[6-(5-cyclopropyl-4H-1,2,4-triazol-3-yl)-2-azaspiro[3.3]heptan-2-yl]-[3-[(3-methylsulfonylphenyl)methoxy]azetidin-1-yl]methanone C1(CC1)C=1NC(=NN1)C1CC2(CN(C2)C(=O)N2CC(C2)OCC2=CC(=CC=C2)S(=O)(=O)C)C1